6-chloro-4-[3-(6,7-dihydro-5H-pyrazolo[1,5-a]pyrimidin-4-yl)-7,8-dihydro-5H-1,6-naphthyridin-6-yl]quinazoline ClC=1C=C2C(=NC=NC2=CC1)N1CC=2C=C(C=NC2CC1)N1C=2N(CCC1)N=CC2